4-benzyloxy-6-[4-tert-butyl-2-(2-methoxyethoxy)phenyl]-2,3-dimethyl-pyridine C(C1=CC=CC=C1)OC1=C(C(=NC(=C1)C1=C(C=C(C=C1)C(C)(C)C)OCCOC)C)C